ClC1=CC(=C(C=C1)[C@@H]1OC2=C(OC1)C=CC=C2C2CCN(CC2)CC2=NC1=C(N2C)C=CC=C1OCCF)F (S)-2-((4-(3-(4-Chloro-2-fluorophenyl)-2,3-dihydrobenzo[b][1,4]dioxin-5-yl)piperidin-1-yl)methyl)-4-(2-fluoroethoxy)-1-methyl-1H-benzo[d]imidazole